5-amino-1,3-bis(2-ethylhexyl)-5-methylhexahydropyrimidine NC1(CN(CN(C1)CC(CCCC)CC)CC(CCCC)CC)C